di(isocyanomethyl)norbornane [N+](#[C-])CC1C2(CCC(C1)C2)C[N+]#[C-]